2-Ethoxy-7-phenyl-6-(phenylselanyl)-3,4,5-trihydro-1,2-oxaphosphepine 2-oxide C(C)OP1(OC(=C(CCC1)[Se]C1=CC=CC=C1)C1=CC=CC=C1)=O